BrC1=CC=CC(=N1)N1CCN(CC1)CC 1-(6-bromo-2-pyridyl)-4-ethyl-piperazine